ClC1=C(C(OC2=CC(=C(C=C12)[N+](=O)[O-])N(CC)CC)=O)C=O 4-chloro-7-(diethylamino)-6-nitro-2-oxo-2H-chromene-3-formaldehyde